6-{7-[(3R,4R)-3-fluoro-2,2-dimethylpiperidin-4-yl]-7H-pyrrolo[2,3-c]pyridazin-3-yl}-2-methyl-1,3-benzothiazol-5-ol formate C(=O)OC=1C(=CC2=C(N=C(S2)C)C1)C1=CC2=C(N=N1)N(C=C2)[C@H]2[C@H](C(NCC2)(C)C)F